OC=1C=C(C[C@@H](CO)[C@H](CO)CC2=CC(=CC=C2)O)C=CC1 (2R,3R)-2,3-bis-(3-hydroxy-benzyl)-butane-1,4-diol